O=C1NC(CCC1N1CC2=C(C=C(C=C2C1=O)OC(N(C1=CC(=C(C=C1)F)OC(F)F)C)=O)F)=O (2-(2,6-dioxopiperidin-3-yl)-7-fluoro-3-oxoisoindolin-5-yl)methyl(3-(difluoromethoxy)-4-fluorophenyl)carbamate